5-(3-((3S,4R)-4-(3,4-difluorophenyl)-1-(2-methoxyethyl)pyrrolidin-3-yl)ureido)-4-methyl-1-phenyl-1H-pyrazol-3-yl trifluoromethanesulfonate FC(S(=O)(=O)OC1=NN(C(=C1C)NC(=O)N[C@@H]1CN(C[C@H]1C1=CC(=C(C=C1)F)F)CCOC)C1=CC=CC=C1)(F)F